NC=1C=C(C(=NC1)C(=O)OCC)C=1N=NNN1 ethyl 5-amino-3-(2H-tetrazol-5-yl)pyridylcarboxylate